3-(5-(((3R,5R)-5-fluoropiperidin-3-yl)oxy)-1-oxoisoindolin-2-yl)piperidine-2,6-dione F[C@@H]1C[C@H](CNC1)OC=1C=C2CN(C(C2=CC1)=O)C1C(NC(CC1)=O)=O